COC=1C=C(C=CC1CC=1SC=CN1)C=1C=C2C(NC(=NC2=CC1)C)=O 6-(3-methoxy-4-(thiazol-2-ylmethyl)phenyl)-2-methylquinazolin-4(3H)-one